Methyl (R)-2-((4-(3-(4-cyano-2-fluorophenyl)-2,3-dihydrobenzo[b][1,4]dioxin-5-yl)piperidin-1-yl)methyl)-4-methoxy-1-(thiazol-5-ylmethyl)-1H-benzo[d]imidazole-6-carboxylate C(#N)C1=CC(=C(C=C1)[C@H]1OC2=C(OC1)C=CC=C2C2CCN(CC2)CC2=NC1=C(N2CC2=CN=CS2)C=C(C=C1OC)C(=O)OC)F